8-(2-(2-Methoxyethoxy)ethoxy)-N-(4-nitrophenyl)-2,6-dioctyl-N-phenyl-1,2,3,5,6,7-hexahydropyrrolo[3,4-f]isoindol-4-amine COCCOCCOC1=C2CN(CC2=C(C2=C1CN(C2)CCCCCCCC)N(C2=CC=CC=C2)C2=CC=C(C=C2)[N+](=O)[O-])CCCCCCCC